N1=CN=CC=2CCC(CC12)N 5,6,7,8-tetrahydroquinazolin-7-amine